2,2-dimethyl-4-(6-vinylquinazolin-2-yl)morpholine CC1(CN(CCO1)C1=NC2=CC=C(C=C2C=N1)C=C)C